FC1(CC(C1)[C@](O)([2H])C1=CC=2C(=NC(=CC2)C2=CC=3C(N=C2)=NN(C3)C)S1)F (R)-(3,3-difluorocyclobutyl)(6-(2-methyl-2H-pyrazolo[3,4-b]pyridin-5-yl)thieno[2,3-b]pyridin-2-yl)methan-d-ol